1-N-(2-phenylcarbonylethyl)-piperidin C1(=CC=CC=C1)C(=O)CCN1CCCCC1